[Si](C)(C)(C(C)(C)C)OCC=1C=C(C=NC1)C1=CC(=C(C=C1Cl)NC(OC(C)(C)C)=O)F tert-butyl (4-(5-(((tert-butyldimethylsilyl)oxy)methyl)pyridin-3-yl)-5-chloro-2-fluorophenyl)carbamate